COC1CN(C1)[C@@H]1[C@@H](CCCCC1)OC=1C=C2CN(C(C2=CC1)=O)C1C(NC(CC1)=O)=O 3-(5-(((1R,2S)-2-(3-methoxyazetidin-1-yl)cycloheptyl)oxy)-1-oxoisoindolin-2-yl)piperidine-2,6-dione